(5R,8S)-N-(3,4-dichlorophenyl)-6,7,8,9-tetrahydro-5H-5,8-epiminobenzo[7]annulene-10-carboxamide ClC=1C=C(C=CC1Cl)NC(=O)N1[C@@H]2CC[C@H]1CC1=C2C=CC=C1